(S)-2-(2-((cyclopropylmethyl)(methyl)amino)-3-(1-tosyl-1H-indazol-5-yl)propyl)isoindoline-1,3-dione trifluoro-2-hydroxy-propanoate FC(C(C(=O)O)O)(F)F.C1(CC1)CN([C@H](CN1C(C2=CC=CC=C2C1=O)=O)CC=1C=C2C=NN(C2=CC1)S(=O)(=O)C1=CC=C(C)C=C1)C